FC(C[C@H](C(=O)NC1=NC=CC(=C1)C1=C(C2=NC=CC=C2N1)C1=NC=CC=C1)C1=CC=C(C=C1)F)F (2S)-4,4-Difluoro-2-(4-fluorophenyl)-N-{4-[3-(pyridin-2-yl)-1H-pyrrolo[3,2-b]pyridin-2-yl]pyridin-2-yl}butanamid